chloro-[2'-(dimethylamino)-2-biphenylyl]-(dinorbornylphosphine) ClC1C2(CCC(C1)C2)P(C21CCC(CC2)C1)C1=C(C=CC=C1)C1=C(C=CC=C1)N(C)C